2-(5-((4-benzylpiperidin-1-yl)methyl)-4H-1,2,4-triazol-3-yl)-4-chloro-1H-indole C(C1=CC=CC=C1)C1CCN(CC1)CC=1NC(=NN1)C=1NC2=CC=CC(=C2C1)Cl